5-amino-3-(3,3-dimethylbutyl)-3,4-dihydroquinazolin-4-one hydrochloride Cl.NC1=C2C(N(C=NC2=CC=C1)CCC(C)(C)C)=O